[N-](S(=O)(=O)C(F)(F)F)S(=O)(=O)C(F)(F)F.OC(C)C1=NC=CN1CCCCCCCCCCCCCCCC 1-hydroxyethyl-3-hexadecyl-imidazole bis(trifluoromethanesulfonyl)imide salt